FC1=NC(=C2N=CN(C2=N1)C1OCC1)NCC1=CC=C(C=C1)C 2-fluoro-6-[(4-methylbenzyl)amino]-9-(oxetan-2-yl)-9H-purine